5-(4-hydroxyphenoxy)imidazo[1,5-a]pyridine-7-carbohydrazide OC1=CC=C(OC2=CC(=CC=3N2C=NC3)C(=O)NN)C=C1